O-4-Methylphenyl Chlorothioformate ClC(=S)OC1=CC=C(C=C1)C